2β,3α-dihydroxy-5α-pregnan-20-one O[C@@H]1[C@H](C[C@@H]2CC[C@H]3[C@@H]4CC[C@H](C(C)=O)[C@]4(CC[C@@H]3[C@]2(C1)C)C)O